1H-1,2,4-triazole-3-Formamide N1N=C(N=C1)C(=O)N